CC1=C(C(=CC(=C1)CO)C(C)(C)C)O 2-methyl-4-hydroxymethyl-6-t-butylphenol